(E)-4-benzylidene-4a-methyloctahydrocyclohepta[b]pyran C(/C1=CC=CC=C1)=C/1\C2(C(OCC1)CCCCC2)C